N-{(2S,3R)-4,4-difluoro-1-(2-hydroxy-2-methylpropanoyl)-2-[(2,2',5'-trifluoro[1,1'-biphenyl]-3-yl)methyl]pyrrolidin-3-yl}ethanesulfonamide FC1([C@@H]([C@@H](N(C1)C(C(C)(C)O)=O)CC=1C(=C(C=CC1)C1=C(C=CC(=C1)F)F)F)NS(=O)(=O)CC)F